P(=O)(OCCCCCCCCCCCCCCCCOC(C=C)=O)(O)O acryloyloxyhexadecyl dihydrogen phosphate